Methyl (2S,5R)-6-(benzyloxy)-7-oxo-1,6-diazabicyclo[3.2.1]octane-2-carboxylate C(C1=CC=CC=C1)ON1[C@@H]2CC[C@H](N(C1=O)C2)C(=O)OC